2-(3-methoxy-4-(2-(((S)-phenyl((R)-1,2,3,4-tetrahydro-1,5-naphthyridin-3-yl)methyl)amino)ethyl)phenyl)acetic acid COC=1C=C(C=CC1CCN[C@@H]([C@H]1CNC2=CC=CN=C2C1)C1=CC=CC=C1)CC(=O)O